C(C)(=O)N1[C@@H]([C@H](N(CC1)C(C=C)=O)C)C1=CC(=NC(=C1)Cl)C1=NC=CC(=N1)C(=O)NC (4-((2R,3R)-1-acetyl-4-acryloyl-3-methylpiperazin-2-yl)-6-chloropyridin-2-yl)-N-methylpyrimidine-4-carboxamide